CC=1SC(=CN1)CN1C(C2=C(C=3C=CC=NC13)CCN(C2)C(=O)OC(C)(C)C)=O tert-butyl 6-((2-methylthiazol-5-yl) methyl)-5-oxo-1,4,5,6-tetrahydropyrido[3,4-C][1,8]naphthyridine-3(2H)-carboxylate